BrC1=CC=C(O[P@](=O)(OC[C@H]2O[C@H](C=C2)N2C(NC(C(=C2)C(F)(F)F)=O)=O)N[C@@H](C)C(=O)OC)C=C1 |o1:6| methyl ((R or S)-(4-bromophenoxy) (((2S,5R)-5-(2,4-dioxo-5-(trifluoromethyl)-3,4-dihydropyrimidin-1(2H)-yl)-2,5-dihydrofuran-2-yl) methoxy) phosphoryl)-L-alaninate